(6-((5-chloro-2-((5-chloro-4-(2-(dimethylamino)-7-azaspiro[3.5]nonan-7-yl)-2-methoxyphenyl)amino)pyrimidin-4-yl)amino)-2,3-dimethylphenyl)dimethylphosphine oxide ClC=1C(=NC(=NC1)NC1=C(C=C(C(=C1)Cl)N1CCC2(CC(C2)N(C)C)CC1)OC)NC1=CC=C(C(=C1P(C)(C)=O)C)C